2,3-dibromoanthraquinone BrC1=CC=2C(C3=CC=CC=C3C(C2C=C1Br)=O)=O